[Na].OCCN(CCS(=O)(=O)O)CCO N,N-di(2-hydroxyethyl)-2-aminoethanesulfonic acid sodium